2,6-dibromo-4-methoxyaniline BrC1=C(N)C(=CC(=C1)OC)Br